diphenyl ((((2R,3S,5R)-5-(2-amino-6-mercapto-9H-purin-9-yl)-3-hydroxytetrahydrofuran-2-yl)methoxy)methyl)phosphonate NC1=NC(=C2N=CN(C2=N1)[C@H]1C[C@@H]([C@H](O1)COCP(OC1=CC=CC=C1)(OC1=CC=CC=C1)=O)O)S